CC(CCC(C)C)N(C1=CC=C(C=C1)N)C1=CC=CC=C1 (1,4-dimethylpentyl)-N'-phenyl-p-phenylenediamine